BrC1=C(C=C(C(=C1)C=COC)C)F 1-bromo-2-fluoro-5-(2-methoxyvinyl)-4-methyl-benzene